6-chloro-2-[4-(4-methyl-1,2,4-triazol-3-yl)piperidin-1-yl]-3-(pyridazin-4-yl)benzonitrile ClC1=CC=C(C(=C1C#N)N1CCC(CC1)C1=NN=CN1C)C1=CN=NC=C1